C(CCCCCCC\C=C/C[C@H](O)CCCCCC)(=O)OCCOCCOC(CCCCCCC\C=C/C[C@H](O)CCCCCC)=O diethylene glycol di-ricinoleate